(S)-4-(1-(2-amino-4-(benzyloxy)-5-methoxybenzoyl)-2-(((tert-butyldimethylsilyl)oxy)methyl)-1,2,3,6-tetra-hydropyridin-4-yl)-N-methylbenzenesulfonamide NC1=C(C(=O)N2[C@@H](CC(=CC2)C2=CC=C(C=C2)S(=O)(=O)NC)CO[Si](C)(C)C(C)(C)C)C=C(C(=C1)OCC1=CC=CC=C1)OC